C1(=CC=C(C=C1)N=C=NCC)N=C=NCC p-phenylenebis(ethylcarbodiimide)